C[C@@H]1N(CCC1)CC1=NC2=C(N1)C=CC(=C2)N (S)-2-((2-methylpyrrolidin-1-yl)methyl)-1H-benzo[d]imidazol-5-amine